(3S,4S)-tert-butyl 3-((((benzyloxy)carbonyl)amino)methyl)-4-((tertbutyldimethylsilyl)oxy)pyrrolidine-1-carboxylate C(C1=CC=CC=C1)OC(=O)NC[C@H]1CN(C[C@H]1O[Si](C)(C)C(C)(C)C)C(=O)OC(C)(C)C